1,3,5-tris(2-mercaptovinyloxy)benzene SC=COC1=CC(=CC(=C1)OC=CS)OC=CS